1-(2-(4-(3-methylfuran-2-yl)-1H-imidazol-2-yl)piperidin-1-yl)-2-(methylsulfanyl)propan-1-one CC1=C(OC=C1)C=1N=C(NC1)C1N(CCCC1)C(C(C)SC)=O